6-oxo-2,4,8,10-tetra-tert-butyl-dibenzo[d,f][1,3,2]dioxaphosphepin O=P1OC2=C(C3=C(O1)C(=CC(=C3)C(C)(C)C)C(C)(C)C)C=C(C=C2C(C)(C)C)C(C)(C)C